[2,3'-bipyridine]-6-carboxylate N1=C(C=CC=C1C(=O)[O-])C=1C=NC=CC1